COC=1C=C(C=CC1OC)NC(=O)C=1N=NN(C1C)CC1=CC=C(C=C1)C N-[3,4-Bis(methyloxy)phenyl]-5-methyl-1-[(4-methylphenyl)methyl]-1H-1,2,3-triazole-4-carboxamide